3,4,5-trihydroxy-α-(hydroxymethyl)benzeneacetic acid OC=1C=C(C=C(C1O)O)C(C(=O)O)CO